C(C1=CC=CC=C1)(=O)C1=CC(=CC=2N1C=CN2)C(=O)N2CCCC2 (5-benzoylimidazo[1,2-a]pyridin-7-yl)(pyrrolidin-1-yl)methanone